COCC12C3[Co]1[Co]23 4-(methoxymethyl)-1,2-dicobaltatricyclo[1.1.0.02,4]butane